N,N-dihydroxyethyl-p-toluidine hydrochloride Cl.ON(C1=C(C=C(C=C1)C)CC)O